N-(1-methylpiperidin-4-yl)quinazolin-4-amine CN1CCC(CC1)NC1=NC=NC2=CC=CC=C12